(R)-1-cyclopropyl-4-((1-(3-(Difluoromethyl)-2-fluorophenyl)ethyl)amino)-6-(1-methylcyclopropyl)pyrido[3,4-d]pyridazine-7(6H)-one C1(CC1)C=1C=2C(C(=NN1)N[C@H](C)C1=C(C(=CC=C1)C(F)F)F)=CN(C(C2)=O)C2(CC2)C